(S)-2-[(5-{4-[5-(acetylaminomethyl)-2-oxo-1,3-oxazolidin-3-yl]-2-fluorophenyl}pyridin-2-yl)methylene]hydrazine-1-carboxamide C(C)(=O)NC[C@H]1CN(C(O1)=O)C1=CC(=C(C=C1)C=1C=CC(=NC1)C=NNC(=O)N)F